C1(CC1)N1CC(C1)C1=NC(=C2C(=N1)N(N=C2)C2=C(C=C(C=C2)F)F)O 6-(1-cyclopropylazetidin-3-yl)-1-(2,4-difluorophenyl)pyrazolo[3,4-d]pyrimidin-4-ol